5-(2,4-dimethyloxazol-5-yl)pyrimidine-2,4-diol CC=1OC(=C(N1)C)C=1C(=NC(=NC1)O)O